FC=1C=C(C(=NC1)NC(C)C)B1OC(C(O1)(C)C)(C)C 5-fluoro-N-isopropyl-3-(4,4,5,5-tetramethyl-1,3,2-dioxaborolan-2-yl)pyridin-2-amine